4-(2-((2-(benzo[b]thiophen-3-yl)-7-isopropylthieno[3,2-d]pyrimidin-4-yl)amino)ethyl)phenol S1C2=C(C(=C1)C=1N=C(C3=C(N1)C(=CS3)C(C)C)NCCC3=CC=C(C=C3)O)C=CC=C2